(2-((5-(6-ethyl-2,6-diazaspiro[3.3]hept-2-yl)pyridin-2-yl)amino)-5-fluoropyrimidin-4-yl)-5'-methyl-5',6'-dihydro-4'H-spiro[cyclopentane-1,7'-thieno[3,2-c]pyridin]-4'-one C(C)N1CC2(CN(C2)C=2C=CC(=NC2)NC2=NC=C(C(=N2)C2=CC=3C(N(CC4(C3S2)CCCC4)C)=O)F)C1